FC1=C(C(=CC=C1)OC)C1=NC=CC2=C1CN(C2=O)C2=NC(=NC(=C2)C)N[C@@H]2COC[C@H]2O 4-(2-fluoro-6-methoxyphenyl)-2-(2-(((3r,4s)-4-hydroxytetrahydrofuran-3-yl)amino)-6-methylpyrimidin-4-yl)-2,3-dihydro-1H-pyrrolo[3,4-c]pyridin-1-one